(S)-3,4-dimethyl-5-(1-methylpyrrolidin-2-yl)pyridine CC=1C=NC=C(C1C)[C@H]1N(CCC1)C